(2-oxo-2-phenyl-1λ2-ethyl)-D-glutamic acid O=C([C]N[C@H](CCC(=O)O)C(=O)O)C1=CC=CC=C1